FC=1C=C(C(=NC1)C1(CCOCC1)F)N1CCN(CC1)[C@@H]1CC2(CN(C2)C(=O)OCC)CC1 ethyl (6S)-6-[4-[5-fluoro-2-(4-fluorotetrahydropyran-4-yl)-3-pyridyl]piperazin-1-yl]-2-azaspiro[3.4]octane-2-carboxylate